C(C)(C)(C)OC(=O)N1C[C@@]2(CCN(C2)C2=NC=C(C=C2)C=2C=3N(C=C(C2)OCC)N=CC3C#N)CCC1 (R)-2-(5-(3-cyano-6-ethoxypyrazolo[1,5-a]pyridin-4-yl)pyridin-2-yl)-2,7-diazaspiro[4.5]decane-7-carboxylic acid tert-butyl ester